CN(C1=NC=C(C=N1)S(=O)(=O)C1=CC=C(C=C1)CNC(=O)C=1C=C2C(=NC1)NN=C2)C N-({4-[2-(dimethylamino)pyrimidine-5-sulfonyl]phenyl}methyl)-1H-pyrazolo[3,4-b]pyridine-5-carboxamide